CC1=NC2=CC=CC=C2C(=N1)C (methyl)-4-methylquinazoline